2-[2-(4-chloro-phenyl)-5,6-difluoro-benzimidazol-1-yl]-2-cyclohexyl-N-(tetrahydro-pyran-4-yl)-acetamide ClC1=CC=C(C=C1)C1=NC2=C(N1C(C(=O)NC1CCOCC1)C1CCCCC1)C=C(C(=C2)F)F